(S)-5-((2-amino-3-chloropyridin-4-yl)thio)-2-(1-amino-4-bromo-1,3-dihydrospiro[inden-2,4'-piperidin]-1'-yl)-3-methylpyridin-4(3H)-one NC1=NC=CC(=C1Cl)SC=1C([C@H](C(=NC1)N1CCC2(CC1)C(C1=CC=CC(=C1C2)Br)N)C)=O